CN(C=1C=CC(=C(C1)N1/C(/SCC1=O)=N/C(=O)NC1=C(C=C(C=C1)C1=NN(C=N1)C1=NC=C(C=C1)C(F)(F)F)C)CCC)C (Z)-1-(3-(5-(dimethylamino)-2-propylphenyl)-4-oxothiazolidin-2-ylidene)-3-(2-methyl-4-(1-(5-(trifluoromethyl)pyridin-2-yl)-1H-1,2,4-triazol-3-yl)phenyl)urea